2-(2,6-dioxopiperidin-3-yl)-5-((3-(5-fluoro-1H-benzo[d]imidazol-1-yl)azetidin-1-yl)methyl)isoindoline-1,3-dione O=C1NC(CCC1N1C(C2=CC=C(C=C2C1=O)CN1CC(C1)N1C=NC2=C1C=CC(=C2)F)=O)=O